N1=CCCC2=CC=CC=C12 4H-quinoline